ClC1=C(OCC(=O)O)C=CC(=C1)Cl 2,4-dichlorophenoxy-acetic acid